(3-amino-phenyl)-(4-methoxy-naphthalen-1-yl)-methanol NC=1C=C(C=CC1)C(O)C1=CC=C(C2=CC=CC=C12)OC